5-bromo-6-chloropyrazin-2-amine BrC=1N=CC(=NC1Cl)N